(S)-5-(2-(methylamino)-2-oxoacetyl)-N-((S)-3-oxo-1-((S)-2-oxopyrrolidin-3-yl)-4-(trifluoromethoxy)butan-2-yl)-5-azaspiro[2.4]heptane-6-carboxamide CNC(C(=O)N1CC2(CC2)C[C@H]1C(=O)N[C@@H](C[C@H]1C(NCC1)=O)C(COC(F)(F)F)=O)=O